BrC=1N=C(N(C1C1=CC(=CC2=CC=CC=C12)OCOC)CC)C1CC2(CN(C2)C(=O)OC(C)(C)C)C1 tert-butyl 6-[4-bromo-1-ethyl-5-[3-(methoxymethoxy)-1-naphthyl]imidazol-2-yl]-2-azaspiro[3.3]heptane-2-carboxylate